6-chloro-3-((1-(3-cyclopropylpropionyl)-4-hydroxypiperidin-4-yl)methyl)-7-(4-((3r,6s)-6-methylmorpholin-3-yl)phenyl)-3,7-dihydro-4H-pyrrolo[2,3-d]pyrimidin-4-one ClC1=CC2=C(N=CN(C2=O)CC2(CCN(CC2)C(CCC2CC2)=O)O)N1C1=CC=C(C=C1)[C@H]1NC[C@@H](OC1)C